(2-((1-cyclopentyl-3-methyl-2-oxo-2,3-dihydro-1H-imidazo[4,5-c]pyridin-6-yl)amino)phenyl)acetamide C1(CCCC1)N1C(N(C=2C=NC(=CC21)NC2=C(C=CC=C2)CC(=O)N)C)=O